O[C@@H]1[C@@H](COC1)NC(=O)C=1C(N(N=C(C1)C1=CC=C(C=C1)OC(F)(F)F)C=1C=NN(C1)C)=O N-[(cis)-4-hydroxytetrahydrofuran-3-yl]-2-(1-methyl-1H-pyrazol-4-yl)-3-oxo-6-[4-(trifluoromethoxy)phenyl]-2,3-dihydropyridazine-4-carboxamide